CCCCC[C@@H](/C=C/C=C\\C/C=C\\C/C=C\\CCCC(=O)OC(CO)CO)OO The molecule is a 2-monoglyceride obtained by formal condensation of the carboxy group of 15(S)-HPETE with the 2-hydroxy group of glycerol. It is a 2-monoglyceride and a lipid hydroperoxide. It derives from a 15(S)-HPETE.